3-(iodomethyl)-1,1-dimethyl-azetidin-1-ium ICC1C[N+](C1)(C)C